azelaoyl azide C(CCCCCCCC(=O)N=[N+]=[N-])(=O)N=[N+]=[N-]